(2'R)-2-Amino-N-cyclopropyl-2'-deoxy-2'-ethynyl-2'-fluoroadenosine NC=1N=C(C=2N=CN([C@H]3[C@@]([C@H](O)[C@@H](CO)O3)(F)C#C)C2N1)NC1CC1